ClC1=C(CC(C(=O)OCC)=C)C=CC=C1 ethyl 2-(2-chlorobenzyl)acrylate